FC=1C=C(C=C(C1N1CCCCC1)F)NC1=CC=C(CNC(=O)C2CNC(C2)=O)C=C1 N-(4-((3,5-difluoro-4-(piperidin-1-yl)phenyl)amino)benzyl)-5-oxopyrrolidine-3-carboxamide